COC1=CC=C(C=CC2=CC=C(C=C2)C=CC2=CC=C(C=C2)OC)C=C1 1,4-bis(4-methoxystyryl)benzene